2-(3,4-dihydro-2H-pyrrolo[3',2':5,6]pyrido[2,3-b][1,4]oxazepin-1(7H)-yl)-N-((4-((((2R,5S)-5-hydroxytetrahydro-2H-pyran-2-yl)methyl)amino)-3-nitrophenyl)sulfonyl)benzamide N1(C2=C(OCCC1)N=C1C(=C2)C=CN1)C1=C(C(=O)NS(=O)(=O)C2=CC(=C(C=C2)NC[C@@H]2OC[C@H](CC2)O)[N+](=O)[O-])C=CC=C1